[Ca+2].OC(C(=O)[O-])CC(C)C.OC(C(=O)[O-])CC(C)C 2-hydroxy-4-methylpentanoic acid calcium salt